(+/-)-6-{[trans-4-(4-Methoxyphenyl)piperidin-3-yl]methoxy}isoindolin-1-one COC1=CC=C(C=C1)[C@H]1[C@@H](CNCC1)COC1=CC=C2CNC(C2=C1)=O |r|